FC1(OC=2C(=CC3=C(N=C(S3)NC([C@H](C)N3C[C@@H](CCC3)CO)=O)C2)O1)F (S)-N-(2,2-difluoro-[1,3]dioxolo[4',5':4,5]benzo[1,2-d]thiazol-6-yl)-2-((R)-3-(hydroxymethyl)piperidin-1-yl)propanamide